1-[(2R)-4-[7-(8-chloronaphthalen-1-yl)-2-[(1-methylpyrrolidin-2-yl)methoxy]pyrido[2,3-d]pyrimidin-4-yl]-2-methylpiperazin-1-yl]prop-2-en-1-one ClC=1C=CC=C2C=CC=C(C12)C=1C=CC2=C(N=C(N=C2N2C[C@H](N(CC2)C(C=C)=O)C)OCC2N(CCC2)C)N1